COC=1C=C2C(=NC=NC2=CC1OCCCNC=1C=NN(C1)C)C1=CC=C(C=C1)NC(CC1=CC=C(C=C1)C(F)(F)F)=O N-(4-(6-methoxy-7-(3-((1-methyl-1H-pyrazol-4-yl)amino)propoxy)quinazolin-4-yl)phenyl)-2-(4-(trifluoromethyl)phenyl)acetamide